O1C(=CC=C1)C(=O)OCC ethyl furanoate